CC1N(C2=C(N=CC=C2C=2C1=CN(N2)C([2H])([2H])[2H])N)C 4,5-dimethyl-2-(methyl-d3)-4,5-dihydro-2H-pyrazolo[4,3-c][1,7]naphthyridin-6-amine